N-[[4-(6-bromopyrrolo[2,1-f][1,2,4]triazin-4-yl)-2-methyl-phenyl]methyl]-5-tert-butyl-1,2,4-oxadiazole-3-carboxamide BrC=1C=C2C(=NC=NN2C1)C1=CC(=C(C=C1)CNC(=O)C1=NOC(=N1)C(C)(C)C)C